C(CSCCSCCSCCSCCO)O 3,6,9,12-tetrathiatetradecane-1,14-diol